C(C)(=O)OC1CC2(CC2C1C)C(C)C (4-methyl-1-propan-2-yl-3-bicyclo[3.1.0]hexyl) acetate